Iron-manganese-zinc oxide [O-2].[Zn+2].[Mn+2].[Fe+2].[O-2].[O-2]